BrC1=C2C=NN(C2=CC=C1)C 4-bromo-1-methyl-1H-indazol